COC(C1=C(C=C(C(=C1)C)[N+](=O)[O-])F)=O 2-Fluoro-5-methyl-4-nitrobenzoic acid methyl ester